C(C)(=O)C=1N(C=CN1)C(=O)OCC1=C(C=C(C(=C1)OC)OC)[N+](=O)[O-] 4,5-dimethoxy-2-nitrobenzyl 2-acetyl-1H-imidazole-1-carboxylate